C(C)(C)(C)OC(=O)N(C1=CC=C(C=N1)COS(=O)(=O)C1=CC=C(C=C1)C)C.FC(C1=CC=C(C=C1)C1CNCCO1)(F)F 2-(4-trifluoromethylphenyl)morpholine [6-[tert-butoxycarbonyl(methyl)amino]pyridin-3-yl]methyl-4-methylbenzenesulfonate